ClCC=1N(C(=CN1)C(=O)O)C 2-(chloromethyl)-1-methyl-1H-imidazole-5-carboxylic acid